C1(=CC=CC=C1)C1=CC(=CC(=C1)[C@@H](C)NC(C1=C(C=CC(=C1)OCCN(C)C)C)=O)C1=CC=CC=C1 (R)-N-(1-([1,1':3',1''-terphenyl]-5'-yl)ethyl)-5-(2-(dimethylamino)ethoxy)-2-methylbenzamide